COC1=C(C2=CC=CC=C2C=C1)C3=C(C=CC4=CC=CC=C43)P(C5=CC=CC=C5)C6=CC=CC=C6 (S)-(-)-2-diphenylphosphino-2'-methoxy-1,1'-binaphthyl